FC=1C(=CC=C2C(=NC(=NC12)OC[C@]12CCCN2C[C@@H](C1)F)N1C[C@](CCC1)(C)O)B(O)O (8-Fluoro-2-(((2R,7aS)-2-fluorotetrahydro-1H-pyrrolizin-7a(5H)-yl)methoxy)-4-((R)-3-hydroxy-3-methylpiperidin-1-yl)quinazolin-7-yl)boronic acid